FC1=C(C=C(C=C1)F)[C@@H]1N(CCC1)C1=NC=2N(C=C1)N=CC2C(=O)NCCCCCCCCO 5-[(2R)-2-(2,5-difluorophenyl)pyrrolidin-1-yl]-N-(8-hydroxyoctyl)pyrazolo[1,5-a]pyrimidine-3-carboxamide